N-[(1S,3R)-3-{[2'-(benzyloxy)-4'-fluoro-[1,1'-biphenyl]-3-yl]methyl}-3-[4-(chloromethyl)-1,3-oxazol-2-yl]cyclopentyl]methanesulfonamide C(C1=CC=CC=C1)OC1=C(C=CC(=C1)F)C1=CC(=CC=C1)C[C@]1(C[C@H](CC1)NS(=O)(=O)C)C=1OC=C(N1)CCl